C(CC)N1N=C(C=C1)C(=O)N 1-propyl-1H-pyrazole-3-carboxamide